C[C@@]1(CN(CC1)C(=O)OC(C)(C)C)[C@H]1N(CCC1)C tert-butyl (3R)-3-methyl-3-[(2S)-1-methylpyrrolidin-2-yl]pyrrolidine-1-carboxylate